FC(C=CC(=O)NO)(F)F trifluorobutenehydroxamic acid